CN1C2=C(OC[C@@H](C1=O)NC(OC(C)(C)C)=O)C=CC(=C2)C(=O)N2CCN(CC2)C tert-butyl (S)-(5-methyl-7-(4-methylpiperazine-1-carbonyl)-4-oxo-2,3,4,5-tetrahydrobenzo[b][1,4]oxazepin-3-yl)carbamate